BrC=1N(N=C2C1N(C(N=C2N2C[C@H](N(C[C@@H]2C)C(=O)OC(C)(C)C)C)=O)C)C2OCCCC2 tert-butyl (2R,5S)-4-(3-bromo-4-methyl-5-oxo-2-(tetrahydro-2H-pyran-2-yl)-4,5-dihydro-2H-pyrazolo[4,3-d]pyrimidin-7-yl)-2,5-dimethylpiperazine-1-carboxylate